N-(6-morpholinopyridin-3-yl)-5-(tetrahydro-2H-pyran-2-yl)pyrimidin-4-amine O1CCN(CC1)C1=CC=C(C=N1)NC1=NC=NC=C1C1OCCCC1